Methyl (2S)-3-(4-hydroxyphenyl)-2-{[(2S)-pyrrolidin-2-yl]formamido}propanoate OC1=CC=C(C=C1)C[C@@H](C(=O)OC)NC(=O)[C@H]1NCCC1